N-(1-(6-(3-ethyltetrahydrofuran-3-yl)pyridin-2-yl)-1H-pyrazolo[4,3-c]pyridin-6-yl)acetamide C(C)C1(COCC1)C1=CC=CC(=N1)N1N=CC=2C=NC(=CC21)NC(C)=O